2-Chloro-N-(2-methylquinolin-8-yl)benzamide ClC1=C(C(=O)NC=2C=CC=C3C=CC(=NC23)C)C=CC=C1